[PH2+]1CCCCC1 phosphorinanium